2,2,6,6-tetramethylpiperidinyloxy oxide CC1(N(C(CCC1)(C)C)OOON1C(CCCC1(C)C)(C)C)C